Br.Br.C(=CCCCCCCCCCCCCCCCCCCC)N henicosenylamine hydrogen bromide HBr